OC1=CC=C(C=C1)C(C(C1=CC=C(C=C1)O)C1=CC=C(C=C1)O)C1=CC=C(C=C1)O 1,1,2,2-tetra(p-hydroxyphenyl)ethane